NC=1C=C(C2=C(NC(O2)=O)C1)OCCCN1CCCC1 5-amino-7-(3-pyrrolidin-1-ylpropoxy)-3H-1,3-benzoxazol-2-one